Tert-butyl 4-(1-ethyl-1H-imidazol-2-yl)-4-oxobutanoate C(C)N1C(=NC=C1)C(CCC(=O)OC(C)(C)C)=O